N-(4-(benzo[d][1,3]dioxan-5-yl)-5-isobutylthiazol-2-yl)acetamide 3-(2,2,2-trifluoro-N-(4-methoxybenzyl)acetamido)-hexahydrocyclopenta[b]pyrrole-1(2H)-carboxylate FC(C(=O)N(CC1=CC=C(C=C1)OC)C1C2C(N(C1)C(=O)O)CCC2)(F)F.O2COCC1=C2C=CC=C1C=1N=C(SC1CC(C)C)NC(C)=O